C(C1=CC=CC=C1)(C1=CC=CC=C1)(C1=CC=CC=C1)N1C=NC=C1CCC(=O)O 3-(1-trityl-1H-imidazol-5-yl)propionic acid